FC(CNC1=C(C=NC2=CC=C(C=C12)C=1C=NNC1)C(=O)NCCC(F)F)F 4-((2,2-difluoroethyl)amino)-N-(3,3-difluoropropyl)-6-(1H-pyrazol-4-yl)quinoline-3-carboxamide